C1(CC1)C=1C=CC=2N(C1)C=C(N2)CN(C(OC(C)(C)C)=O)C2=CC(=NC=C2)N=C(C2=CC=CC=C2)C2=CC=CC=C2 tert-butyl ((6-cyclopropylimidazo[1,2-a]pyridin-2-yl)methyl)(2-((diphenylmethylene)amino)pyridin-4-yl)carbamate